ClC=1C(=NC(=C(C1)C1=CN(C2=NC=C(C=C21)C=2C(=NOC2C)C)C2CCOCC2)OCC)C(=O)O 3-chloro-5-(5-(3,5-dimethylisoxazol-4-yl)-1-(tetrahydro-2H-pyran-4-yl)-1H-pyrrolo[2,3-b]pyridin-3-yl)-6-ethoxypicolinic acid